ClC1=C(C=CC=C1)N1C(N=C(C2=C1N=C(C=C2)C(F)(F)F)NCC2OCC2)=O 1-(2-chlorophenyl)-4-[(oxetan-2-ylmethyl)amino]-7-(trifluoromethyl)-pyrido[2,3-d]pyrimidin-2(1H)-one